C(C)(C)(C)OC(=O)N1C[C@@H](OCC1)CC1=C(N=C2N1C=CC(=C2)Cl)C2=C(C=C(C=C2F)Br)F (S)-2-((2-(4-bromo-2,6-difluorophenyl)-7-chloroimidazo[1,2-a]pyridin-3-yl)methyl)morpholine-4-carboxylic acid tert-butyl ester